N-[1-(7-bromo-4-oxo-3H-phthalazin-1-yl)ethyl]-2-methyl-propane-2-sulfinamide BrC1=CC=C2C(NN=C(C2=C1)C(C)NS(=O)C(C)(C)C)=O